4-benzyl-2-naphthyl-3,5-dioxo-2,3,4,5-tetrahydro-1,2,4-triazine-6-carbonitrile C(C1=CC=CC=C1)C1=CC(=CC2=CC=CC=C12)N1N=C(C(NC1=O)=O)C#N